(RS)-3-(tert-butyl)-N-(2-fluoro-5-(2-(2-hydroxyethoxy)-6-morpholinopyridin-4-yl)-4-methylphenyl)piperazine-1-carboxamide C(C)(C)(C)[C@@H]1CN(CCN1)C(=O)NC1=C(C=C(C(=C1)C1=CC(=NC(=C1)N1CCOCC1)OCCO)C)F |r|